1-octyl-3-(2-ethylhexyl)imidazolium 2-ethylhexanoate Hexanoate C(CCCCC)(=O)[O-].C(C)C(C(=O)[O-])CCCC.C(CCCCCCC)N1C=[N+](C=C1)CC(CCCC)CC.C(CCCCCCC)N1C=[N+](C=C1)CC(CCCC)CC